FC1=C(C=CC=C1F)CN1C(CCC1=O)CC(=O)NCCC=1SC=CC1 2-[1-[(2,3-difluoro-phenyl)methyl]-5-oxopyrrolidin-2-yl]-N-(2-thiophen-2-ylethyl)acetamid